cyclopropyl(3-(6-(1-(difluoromethyl)-1H-pyrazol-4-yl)-7-tosyl-7H-pyrrolo[2,3-d]pyrimidin-4-yl)-3,8-diazabicyclo[3.2.1]octan-8-yl)methanone C1(CC1)C(=O)N1C2CN(CC1CC2)C=2C1=C(N=CN2)N(C(=C1)C=1C=NN(C1)C(F)F)S(=O)(=O)C1=CC=C(C)C=C1